(2r,5s)-3-(4-amino-2-fluorophenylethyl)-2-(1-(4-fluorophenyl)-3-(furan-3-yl)-1H-pyrazol-4-yl)-5-methyl-oxazolidin-4-one NC1=CC(=C(C=C1)CCN1[C@H](O[C@H](C1=O)C)C=1C(=NN(C1)C1=CC=C(C=C1)F)C1=COC=C1)F